N-(4-(2-isopropoxypropan-2-yl)-5-methylthiazol-2-yl)-1-(pyridin-4-ylmethyl)-1H-pyrrole-2-carboxamide C(C)(C)OC(C)(C)C=1N=C(SC1C)NC(=O)C=1N(C=CC1)CC1=CC=NC=C1